3-[4-[3-[4-[(3R,5R)-5-[(5-bromo-1-methyl-6-oxo-pyridazin-4-yl)amino]-1-methyl-3-piperidyl]benzoyl]-3-azaspiro[5.5]undecan-9-yl]phenyl]piperidine-2,6-dione BrC1=C(C=NN(C1=O)C)N[C@@H]1C[C@@H](CN(C1)C)C1=CC=C(C(=O)N2CCC3(CC2)CCC(CC3)C3=CC=C(C=C3)C3C(NC(CC3)=O)=O)C=C1